FC=1C=C(C=C(C1)F)C=1C(OC2=CC(=CC=C2C1C)O)C1=CC=C(C=C1)\C=C\CN1CCC(CC1)CF 3-(3,5-difluorophenyl)-2-{4-[(E)-3-(4-fluoromethylpiperidin-1-yl)propenyl]Phenyl}-4-methyl-2H-chromen-7-ol